(3,3-dimethyloxiranyl)methanol CC1(C(O1)CO)C